Ethyl 2-amino-7-methoxy-1-(4-sulfamoyl-benzyl)-1H-benzo[d]imidazole-5-carboxylate NC1=NC2=C(N1CC1=CC=C(C=C1)S(N)(=O)=O)C(=CC(=C2)C(=O)OCC)OC